N-[2-amino-5-(2-thienyl)phenyl]-4-(phenylsulfonimidoyl)benzamide NC1=C(C=C(C=C1)C=1SC=CC1)NC(C1=CC=C(C=C1)S(=O)(=N)C1=CC=CC=C1)=O